ClC1=CC(=C(C=C1)C1N=C(N(C(=C1C(=O)N)C)C=1C=C2C=NNC2=CC1F)C1=CC(=NC=C1)Cl)F 4-(4-chloro-2-fluorophenyl)-2-(2-chloropyridin-4-yl)-1-(6-fluoro-1H-indazol-5-yl)-6-methyl-4H-pyrimidine-5-carboxamide